4-(tert-butyl)benzyl bromide C(C)(C)(C)C1=CC=C(CBr)C=C1